FC1=CN=C2C[C@@H](CNC2=C1)[C@@H](C1=CC=CC=C1)NCCC=1C=C(C=CC1C)CC(=O)O [3-(2-{[(S)-[(3S)-7-fluoro-1,2,3,4-tetrahydro-1,5-naphthyridin-3-yl](phenyl)methyl]amino}ethyl)-4-methylphenyl]acetic acid